FC([C@](C(=O)O)(C)O)(F)F (2R)-3,3,3-trifluoro-2-hydroxy-2-methylpropanoic acid